trimethoxysilylmethyl tetrasulfide CO[Si](OC)(OC)SSSSC